(E)-2-(6-(2-(5-cyclopropyl-3-(3,5-dichloropyridin-4-yl)isoxazol-4-yl)vinyl)-3-azabicyclo[3.1.0]hex-3-yl)benzo[d]thiazole-7-carboxylic acid C1(CC1)C1=C(C(=NO1)C1=C(C=NC=C1Cl)Cl)/C=C/C1C2CN(CC12)C=1SC2=C(N1)C=CC=C2C(=O)O